1-(5-(1-ethyl-1H-pyrazol-3-yl)-1,2,4-oxadiazol-3-yl)-1,2,3,4-tetrahydroquinoline-6-carbaldehyde C(C)N1N=C(C=C1)C1=NC(=NO1)N1CCCC2=CC(=CC=C12)C=O